6-(3-CHLORO-4-METHOXY-5-METHYLPHENYL)-N-[(2,4-DIMETHOXYPHENYL)METHYL]-4-METHYLPHTHALAZIN-1-AMINE ClC=1C=C(C=C(C1OC)C)C=1C=C2C(=NN=C(C2=CC1)NCC1=C(C=C(C=C1)OC)OC)C